(7R,14S)-12-chloro-1-(difluoromethoxy)-6-methyl-6,7-dihydro-7,14-methanobenzo[c]pyrido[1',2':1,5]pyrazolo[4,3-f]azocin-5(14H)-one ClC1=CC=2N(N=C3C2[C@H]2C4=C(C(N([C@@H]3C2)C)=O)C=CC=C4OC(F)F)C=C1